4-((2-((3R,4R)-3-amino-4-fluoro-1-piperidinyl)-6-ethoxy-1H-benzimidazol-1-yl)methyl)benzonitrile N[C@@H]1CN(CC[C@H]1F)C1=NC2=C(N1CC1=CC=C(C#N)C=C1)C=C(C=C2)OCC